3,6-dimethyl-1,2-phenylene dicarbamate C(N)(OC1=C(C(=CC=C1C)C)OC(N)=O)=O